7-chloro-11-iodo-methylindolo[3,2-b]quinoline ClC1=CC=2C(C=C1)=NC=1C2NC2=CC=CC(=C2C1I)C